2-(1-(1,1-difluoroethyl)-1H-pyrazol-4-yl)-2-methylcyclopentan-1-one FC(C)(F)N1N=CC(=C1)C1(C(CCC1)=O)C